CC(CN1C=2N(CC1)CCN2)C 1-(2-methylpropyl)-2,3,5,6-tetrahydro-1H-imidazo[1,2-A]imidazole